Rel-(2R,4R)-2,4-bis(((4-(nonanoyloxy)-3-((nonanoyloxy)methyl)butanoyl)oxy)methyl)azetidin-1-ium trifluoroacetate FC(C(=O)[O-])(F)F.C(CCCCCCCC)(=O)OCC(CC(=O)OC[C@@H]1[NH2+][C@H](C1)COC(CC(COC(CCCCCCCC)=O)COC(CCCCCCCC)=O)=O)COC(CCCCCCCC)=O |o1:25,27|